O=C(C(C1=CC=CC=C1)N1C(CCC1=O)=O)N1CCC(CC1)C1=CC(=CC=C1)OC(F)(F)F (2-oxo-1-phenyl-2-(4-(3-(trifluoromethoxy)phenyl)piperidin-1-yl)ethyl)pyrrolidine-2,5-dione